C(=O)O.N=1C=CN2C1SC1=C2C=CC(=C1)C(=O)N.N=1C=CN2C1SC1=C2C=CC(=C1)C(=O)N benzo[d]imidazo[2,1-b]thiazole-7-carboxamide hemi-formate